FC(OC1=CC=C(C=C1)C1=CN=C2N1C=CN=C2NC2=CC(=C(C(=O)N1CCC(CC1)C(=O)N1C[C@H]([C@@H]([C@H](C1)CO)O)O)C=C2)C)F (1-(4-((3-(4-(difluoromethoxy)phenyl)imidazo[1,2-a]pyrazin-8-yl)amino)-2-methylbenzoyl)piperidin-4-yl)((3R,4R,5R)-3,4-dihydroxy-5-(hydroxymethyl)piperidin-1-yl)methanone